C1(CC1)C1=C2CN(CC2=CC=C1NC1=NC=C(C(=N1)[Sn](C)(C)C)C(F)(F)F)C(C(F)(F)F)=O 1-(4-cyclopropyl-5-((5-(trifluoromethyl)-4-(trimethylstannyl)pyrimidin-2-yl)amino)isoindolin-2-yl)-2,2,2-trifluoroethan-1-one